3-chloro-10-(4-methoxybenzyl)-5,10-dihydro-11H-dibenzo[b,e][1,4]diazepin-11-one ClC=1C=CC2=C(NC3=C(N(C2=O)CC2=CC=C(C=C2)OC)C=CC=C3)C1